N-(4-Fluoro-3-methylphenyl)-7-methyl-2-nicotinoyl-2,3,3a,4,10,10a-hexahydro-1H,7H-dipyrrolo[3,4-b:3',4'-f][1,4,5]oxathiazocin-8-carboxamid-5,5-dioxid FC1=C(C=C(C=C1)NC(=O)C=1N(C=C2C1OCC1C(NS2(=O)=O)CN(C1)C(C1=CN=CC=C1)=O)C)C